C1(CC1)C=1C=CC(=NC1)C=1C=C(C=CC1C)NC(=O)[C@H]1C(C1)(F)F (1S)-N-[3-(5-cyclopropylpyridin-2-yl)-4-methylphenyl]-2,2-difluorocyclopropane-1-carboxamide